(R)-N-((R)-1-(1,3-Dimethyl-1H-indazol-5-yl)ethyl)-2-methylpropane-2-sulfinamide CN1N=C(C2=CC(=CC=C12)[C@@H](C)N[S@](=O)C(C)(C)C)C